(2S,4S)-4-fluoropyrrolidine-2-carboxamide hydrochloride Cl.F[C@H]1C[C@H](NC1)C(=O)N